tert-butyl 7-(1-((2,7-dimethyl-2H-indazol-5-yl)carbamoyl)-2,3-dihydro-1H-pyrrolo[2,3-b]pyridin-4-yl)-4,7-diazaspiro[2.5]octane-4-carboxylate CN1N=C2C(=CC(=CC2=C1)NC(=O)N1CCC=2C1=NC=CC2N2CCN(C1(CC1)C2)C(=O)OC(C)(C)C)C